racemic-N-(7-chloro-6-(4-(4-hydroxy-3-methyltetrahydrofuran-3-yl)piperazin-1-yl)isoquinolin-3-yl)-2-(methoxymethyl)cyclobutane-1-carboxamide ClC1=C(C=C2C=C(N=CC2=C1)NC(=O)C1C(CC1)COC)N1CCN(CC1)C1(COCC1O)C